O-((3-((tert-butyldimethylsilyl)oxy)bicyclo(1.1.1)pentan-1-yl)methyl) hydrazinecarbothioate N(N)C(OCC12CC(C1)(C2)O[Si](C)(C)C(C)(C)C)=S